(1R,2S,3R,5R)-3-{5-bromopyrrolo[2,3-d]pyrimidin-7-yl}-5-[({3-[(2-phenylethyl)amino]propyl}amino)methyl]cyclopentane-1,2-diol BrC1=CN(C=2N=CN=CC21)[C@H]2[C@@H]([C@@H]([C@H](C2)CNCCCNCCC2=CC=CC=C2)O)O